OC[C@]12OC[C@H](N(C1)C(=O)OC(C)(C)C)C2 tert-butyl (1R,4R)-1-(hydroxymethyl)-2-oxa-5-azabicyclo[2.2.1]heptane-5-carboxylate